The molecule is the stable isotope of boron with relative atomic mass 11.009306, 80.1 atom percent natural abundance and nuclear spin 3/2. [11B]